Tert-butyl 2-(4-(5-(6-(2-hydroxyphenyl)pyridazin-4-yl)pyridin-2-yl)piperazin-1-yl)acetate OC1=C(C=CC=C1)C1=CC(=CN=N1)C=1C=CC(=NC1)N1CCN(CC1)CC(=O)OC(C)(C)C